4,4-difluorocyclohexane-1-amine FC1(CCC(CC1)N)F